tert-Butyl 2-(2-cyanophenyl)-2,7-diazaspiro[3.5]nonane-7-carboxylate C(#N)C1=C(C=CC=C1)N1CC2(C1)CCN(CC2)C(=O)OC(C)(C)C